[Br-].NC(CC)C=1N=C(NC1)C 1-aminopropyl-2-methylimidazole bromide salt